C1(=CC=CC=C1)C=1C(=C(C=CC1NC1=CC=C(C=C1)N(C=1C=C(C=CC1)C)C1=CC=CC=C1)C1=CC=C(C=C1)NC1=CC=C(C=C1)N(C=1C=C(C=CC1)C)C1=CC=CC=C1)C1=CC=CC=C1 diphenyl-N,N'-bis-[4-(phenyl-m-tolylamino)-phenyl]-biphenyl-4,4'-diamine